2-bromo-4-nitrobenzoic acid BrC1=C(C(=O)O)C=CC(=C1)[N+](=O)[O-]